C(C)(C)(C)N1N=C(C(=C1NC(CC1(CCC1)C(F)(F)F)=O)C)C1CC(C1)(F)F N-(1-(tert-butyl)-3-(3,3-difluoro-cyclobutyl)-4-methyl-1H-pyrazol-5-yl)-2-(1-(trifluoromethyl)-cyclobutyl)acetamide